tert-butyl 3-(5-amino-6-oxo-1-(2,2,2-trifluoroethyl)-1,6-dihydropyridin-3-yl)-4,4-difluoropiperidine-1-carboxylate NC1=CC(=CN(C1=O)CC(F)(F)F)C1CN(CCC1(F)F)C(=O)OC(C)(C)C